C(C)(C)(C)OC(=O)N1CCN(C2=CC=CC(=C12)C)C1=CC2=C(N=C(N=C2)SC)N(C1=O)C1CC(C1)O 4-[8-(3-hydroxycyclobutyl)-2-methylsulfanyl-7-oxo-pyrido[2,3-d]pyrimidin-6-yl]-8-methyl-2,3-dihydroquinoxaline-1-carboxylic acid tert-butyl ester